OCCN1CCN(CC1)CCS(=O)(=O)O (2-[4-(2-hydroxyethyl)piperazin-1-yl])Ethanesulfonic acid